BrC1=CC=2N=C(NC(C2S1)=O)[C@H]1N(C2CCC1CC2)C(=O)OC(C)(C)C tert-Butyl (3S)-3-(6-Bromo-4-oxo-3,4-dihydrothieno[3,2-d]pyrimidin-2-yl)-2-azabicyclo[2.2.2]octane-2-carboxylate